C1(CC1)OC1=NC=NC(=C1C1=CNC2=NC(=CC=C21)NC(=O)C2C(C2)CN(C)C)OC N-[3-(4-cyclopropoxy-6-methoxypyrimidin-5-yl)-1H-pyrrolo[2,3-b]pyridin-6-yl]-2-[(dimethylamino)methyl]cyclopropane-1-carboxamide